4-chloro-1-oxo-2-phenyl-1,2-dihydroisoquinolin ClC1=CN(C(C2=CC=CC=C12)=O)C1=CC=CC=C1